C(C)S(=O)(=O)N1C=CC2=C(C=C(C=C12)F)C1=C(C=C2NC(C=3N(C2=C1C)C(=NN3)C)(C)C)F 8-[1-(ethylsulfonyl)-6-fluoro-1H-indol-4-yl]-7-fluoro-1,4,4,9-tetramethyl-5H-[1,2,4]triazolo[4,3-a]quinoxaline